C(C)(C)(C)C1=CC=C(C=C1)C1CC(=NN1)C=1C(NC2=CC=C(C=C2C1C1=CC=CC=C1)Cl)=O 3-[5-(4-tert-butylphenyl)-4,5-dihydro-1H-pyrazol-3-yl]-6-chloro-4-phenyl-1H-quinolin-2-one